azidoethanol methacrylate C(C(=C)C)(=O)OC(C)N=[N+]=[N-]